N-(5-((6,7-dimethoxyquinolin-4-yl)oxy)pyridin-2-yl)-1-cyclopropyl-4-oxo-5-p-fluorophenyl-1,4-dihydropyridine-3-carboxamide COC=1C=C2C(=CC=NC2=CC1OC)OC=1C=CC(=NC1)NC(=O)C1=CN(C=C(C1=O)C1=CC=C(C=C1)F)C1CC1